NC1=CC2=C(N(C(=N2)CC[C@@H](C(=O)N[C@H](C(=O)OCC)CC(C)C)NC(=O)OC(C)(C)C)C)C=C1 Ethyl (2S)-2-[[(2S)-4-(5-amino-1-methyl-benzimidazol-2-yl)-2-(tert-butoxycarbonylamino)butanoyl]amino]-4-methyl-pentanoate